3-bromo-6-(2,6-dimethyl-phenyl)-pyrazin-2-ylamine BrC=1C(=NC(=CN1)C1=C(C=CC=C1C)C)N